C(C)OC1=NC=CC=C1C1=NC=2CN(CC3(C2C=C1)CCN(CC3)C3=C(C(=CC=C3)OC)C(F)(F)F)[C@H]3C[C@@H](OC3)CN |r| rac-((2R,4S)-4-(2'-(2-ethoxypyridin-3-yl)-1-(3-methoxy-2-(trifluoromethyl)phenyl)-6'H-spiro[piperidine-4,5'-[1,7]naphthyridin]-7'(8'H)-yl)tetrahydrofuran-2-yl)methanamine